N=1C=NN2C1C=C(C=C2)OC2=CC(=C(C=C2)NC2=NC=NC1=CC=C3C(=C21)OC[C@@H]2N3CCNC2)F (R)-N-(4-([1,2,4]triazolo[1,5-a]pyridin-7-yloxy)-2-fluorophenyl)-6,6a,7,8,9,10-hexahydropyrazino[1',2':4,5][1,4]oxazino[2,3-f]quinazolin-4-amine